C(C1=CC=CC=C1)OC(=O)N[C@H](C(=O)O)CCN(CCCCC1=NC=2NCCCC2C=C1)CC(=O)N(C)C (S)-2-(((benzyloxy)carbonyl)amino)-4-((2-(dimethylamino)-2-oxoethyl)(4-(5,6,7,8-tetrahydro-1,8-naphthyridin-2-yl)butyl)amino)butanoic acid